BrC1=CC2=C(N(C=N2)C)C=C1C(F)(F)F 5-bromo-1-methyl-6-(trifluoromethyl)-1H-1,3-benzodiazole